C(C)(C)(C1=CC=CC=C1)C1=CC=C(C(=C1)N1N=C2C(=N1)C=CC=C2)O 4-cumyl-6-(2H-benzotriazole-2-yl)phenol